N-(3-(5-chloro-2-(difluoromethoxy)phenyl)-1H-pyrazol-4-yl)furo[3,2-c]pyridine-7-carboxamide ClC=1C=CC(=C(C1)C1=NNC=C1NC(=O)C=1C2=C(C=NC1)C=CO2)OC(F)F